N-[2-(2-chloro-4-methylphenyl)-2,2-difluoroethyl]-3-[(3-cyclopropyl-2-fluorophenyl)sulfinyl]cinnoline-4-carboxamide ClC1=C(C=CC(=C1)C)C(CNC(=O)C1=C(N=NC2=CC=CC=C12)S(=O)C1=C(C(=CC=C1)C1CC1)F)(F)F